3-carboxyl-5-fluorophenyl-phthalazinone C(=O)(O)C=1C=C(C=C(C1)F)C1=NNC(C2=CC=CC=C12)=O